6-Bromo-2-((2-chlorophenyl)methyl)-3-fluoro-N-methylaniline BrC1=CC=C(C(=C1NC)CC1=C(C=CC=C1)Cl)F